dimethylethan-1-amine CC(C)(N)C